methyl 6-(benzyloxy)-2-bromo-10-(3-chlorophenyl)-[1,2,4]triazolo[5,1-a]isoquinoline-5-carboxylate C(C1=CC=CC=C1)OC1=C(N2C(C3=C(C=CC=C13)C1=CC(=CC=C1)Cl)=NC(=N2)Br)C(=O)OC